8'-{6-[3-(Dimethylamino)propoxy]-5-[(dimethylsulfamoyl)amino]pyridine-3-yl}-3'-methyl-2',3'-dihydrospiro[cyclopropane-1,1'-pyrrolo[2,3-c]quinoline]-2'-one CN(CCCOC1=C(C=C(C=N1)C1=CC=2C3=C(C=NC2C=C1)N(C(C31CC1)=O)C)NS(N(C)C)(=O)=O)C